ClC=1C=C2C(=CC1)[C@@H](OC[C@]21CC=2N=C(N=C(C2CO1)N1CCOCCC1)SC)C |r| (1SR,4SR)-6-chloro-1-methyl-2'-(methylthio)-4'-(1,4-oxazepan-4-yl)-5',8'-dihydrospiro[isochromane-4,7'-pyrano[4,3-d]pyrimidine]